C(C)OC(=O)C=1C2=C(N(N1)C1=CC(=CC(=C1)Cl)Cl)C1=CC(=C(C=C1C2)OC)Br.ClC=2C=C(C=CC2Cl)C(CN(C)C)NS(=O)(=O)C2=CC=C(C=C2)OCCC N-(1-(3,4-dichlorophenyl)-2-(dimethylamino)ethyl)-4-propoxybenzenesulfonamide ethyl-7-bromo-1-(3,5-dichlorophenyl)-6-methoxy-4H-indeno[1,2-c]pyrazole-3-carboxylate